tert-butyl (R)-4-(bis(4-chlorophenyl) methyl)-3-isopropylpiperazine-1-carboxylate ClC1=CC=C(C=C1)C(N1[C@@H](CN(CC1)C(=O)OC(C)(C)C)C(C)C)C1=CC=C(C=C1)Cl